6'-(4-(3-methyl-9H-carbazol-9-yl)phenyl)-[1,1':2',1''-terphenyl]-3'-carbonitrile CC=1C=CC=2N(C3=CC=CC=C3C2C1)C1=CC=C(C=C1)C1=CC=C(C(=C1C1=CC=CC=C1)C1=CC=CC=C1)C#N